BrC1=NN(C2=NC=CC=C21)CC bromo-1-ethyl-1H-pyrazolo[3,4-b]Pyridine